O=C1N(CCN1)CCNCC#N 2-((2-(2-oxoimidazolidin-1-yl)ethyl)amino)acetonitrile